4-hydroxy-4-phenylcyclohexan-1-one OC1(CCC(CC1)=O)C1=CC=CC=C1